7-((2-((4-(1,4-diazepan-1-yl)-2-(difluoromethoxy)phenyl)amino)-5-chloropyrimidin-4-yl)amino)isoindolin-1-one N1(CCNCCC1)C1=CC(=C(C=C1)NC1=NC=C(C(=N1)NC=1C=CC=C2CNC(C12)=O)Cl)OC(F)F